4-((1H-pyrazol-4-yl)methyl)-3-cyano-N,N-dimethylbenzamide N1N=CC(=C1)CC1=C(C=C(C(=O)N(C)C)C=C1)C#N